C(C)(C)(C)OC(=O)N1CCC(CC1)C1=CC2=C(N(C(O2)=O)CC2=NC=C(C=C2)C=2OC(=NN2)C(F)F)C=C1 4-(3-((5-(5-(difluoromethyl)-1,3,4-oxadiazol-2-yl)pyridin-2-yl)methyl)-2-oxo-2,3-dihydrobenzo[d]oxazol-6-yl)piperidine-1-carboxylic acid tert-butyl ester